1-BOC-5-FLUOROINDOLE-2-BORONIC ACID C(=O)(OC(C)(C)C)N1C(=CC2=CC(=CC=C12)F)B(O)O